O=C1NC(CCC1N1C(C2=CC=CC(=C2C1)C=CCC=1C(=NC=CC1)C=1C=NC(=CC1)C(=O)N)=O)=O (3-(2-(2,6-dioxopiperidin-3-yl)-1-oxoisoindolin-4-yl)allyl)-[2,3'-bipyridine]-6'-carboxamide